5-ethyl-2-propionyl-furan-3-carboxylic acid C(C)C1=CC(=C(O1)C(CC)=O)C(=O)O